C1(CC1)C=1N=NN(C1)C(C(=O)O)C(C)(C)F 2-(4-cyclopropyl-triazol-1-yl)-3-fluoro-3-methyl-butyric acid